ClC=1C=C2C(=NN=C(C2=CC1Cl)N1CCN(CC1)C(C=C)=O)C1=CC=CC=C1 1-(4-(6,7-dichloro-4-phenylphthalazin-1-yl)piperazin-1-yl)prop-2-en-1-one